CC(C)(C)OC(=O)N1CCNC2=CC=C(C=C12)C(=O)O 4-{[(2-methylpropan-2-yl)oxy]carbonyl}-1,2,3,4-tetrahydroquinoxaline-6-carboxylic acid